2-(2-chlorophenyl)-N-{4-[1-methyl-3-(trifluoromethyl)-1H-pyrazol-5-yl]-3-sulfamoylphenyl}acetamide ClC1=C(C=CC=C1)CC(=O)NC1=CC(=C(C=C1)C1=CC(=NN1C)C(F)(F)F)S(N)(=O)=O